2,3-dihydro-3,5-dibenzoyl-acetoxy-6-methyl-4H-pyran-4-one C(C1=CC=CC=C1)(=O)C1C(OC(=C(C1=O)C(C1=CC=CC=C1)=O)C)OC(C)=O